C1(=CC=CC=C1)C1=CC(=NO1)C1=C(C(=O)N)C=CC=N1 (5-phenylisoxazol-3-yl)nicotinamide